NCC1(CCCCC1)CNC1=NC(=NC(=C1)C1=C(C=CC=C1C)C)NS(=O)(=O)C=1C=C(C(=O)O)C=CC1 3-[[4-[[1-(Aminomethyl)cyclohexyl]methylamino]-6-(2,6-dimethylphenyl)pyrimidin-2-yl]sulfamoyl]benzoic acid